B([O-])([O-])OB([O-])[O-].[Na+].[Na+].[Na+].[Na+] sodium diborate